2-(4-chlorothieno[2,3-d]pyridazin-7-yl)-5-fluorophenol ClC1=C2C(=C(N=N1)C1=C(C=C(C=C1)F)O)SC=C2